1,2,3-tri(cyanoethoxy)propane C(#N)CCOCC(COCCC#N)OCCC#N